C(C)(C)(C)OC(=O)N[C@@H]1CC[C@H](CC1)CC(=O)O 2-(trans-4-((tert-butoxycarbonyl)amino)cyclohexyl)acetic acid